1,1-diethoxycyclopentane C(C)OC1(CCCC1)OCC